CC1CC(CC(C1)C)C(COCCC)(COCCC)CCC(CC(C)C)(CC(C)C)F 2-(3,5-dimethylcyclohexyl)-2-(3-fluoro-3-isobutyl-5-methylhexyl)-1,3-dipropoxypropane